C(C1=CC=CC=C1)OC(=O)C1(CCC1)OC=C (vinyloxy)cyclobutane-1-carboxylic acid benzyl ester